CC1(CC=2C(=NC=C(C2)C(=O)N2C[C@H](CC2)N(C(=O)C2CCC2)C)N1)C N-[(3S)-1-{2,2-Dimethyl-1H,2H,3H-pyrrolo[2,3-b]pyridine-5-carbonyl}pyrrolidin-3-yl]-N-methylcyclobutanecarboxamide